C1CC12CCN(CC2)C2=NC(=CC=C2C(=O)NC2=NC(=CC=C2)S(NC(C)(C)C)(=O)=O)[C@](C(F)(F)F)(CO)O 2-(6-azaspiro[2.5]octan-6-yl)-N-(6-((2-methyl-2-propanyl)sulfamoyl)-2-pyridinyl)-6-((2R)-1,1,1-trifluoro-2,3-dihydroxy-2-propanyl)-3-pyridinecarboxamide